FC1=CC=C(C=C1)NC(=O)N[C@@H]1C(NC[C@H]1C1=CC=C(C=C1)OC)=O |o1:11,15| (-)-1-(4-fluorophenyl)-3-[(3S*,4R*)-4-(4-methoxyphenyl)-2-oxopyrrolidin-3-yl]urea